FC1=C(C(=CC(=C1)N1[C@@H]([C@H](C1)NC=1OC(=NN1)C1=CC=C(C=C1)C(F)(F)F)C)F)C1C(NC(CC1)=O)=O 3-(2,6-difluoro-4-((2R,3S)-2-methyl-3-((5-(4-(trifluoromethyl)phenyl)-1,3,4-oxadiazol-2-yl)amino)azetidin-1-yl)phenyl)piperidine-2,6-dione